C(#N)C[C@@H](C1=CC=C(C=C1)S(=O)(=O)CC)NC(C1=C(C=C(C=C1)N1[C@@H](CC[C@H](C1)C1=CC=C(C=C1)C(F)(F)F)COC(F)F)F)=O N-((S)-2-cyano-1-(4-(ethylsulfonyl)phenyl)ethyl)-4-((2S,5S)-2-((difluoromethoxy)methyl)-5-(4-(trifluoromethyl)phenyl)piperidin-1-yl)-2-fluorobenzamide